S1C=NC2=C1C=C(C=C2)S(=O)(=O)N2N=C1C(=C2)CN(C1)S(=O)(=O)C=1C=CC2=C(N(CCO2)C(C)=O)C1 1-(6-{[2-(1,3-benzothiazole-6-sulfonyl)-2H,4H,5H,6H-pyrrolo[3,4-c]pyrazol-5-yl]sulfonyl}-3,4-dihydro-2H-1,4-benzoxazin-4-yl)ethan-1-one